C(C)OC(CNC1=CC=C(C=C1)OC)=O N-(4-methoxyphenyl)glycine ethyl ester